N-methyl-bis(2-acetoxyethyl)amine CN(CCOC(C)=O)CCOC(C)=O